2-(Methylamino)-1-phenylethan-1-one CNCC(=O)C1=CC=CC=C1